OC1=CC=C(C=C1)C=CC(=O)C=1C=NC=CC1 3-(4-hydroxyphenyl)-1-(pyridin-3-yl)prop-2-en-1-one